[Si](C)(C)(C(C)(C)C)OCCOCC=1N=NC(=CC1NC1=CC(=NC=N1)NC(=O)C1CC(C1)N1CCC(CC1)C(=O)O)C1=C(C=CC(=C1)Cl)F 1-{3-[(6-{[3-({2-[(tert-butyldimethylsilyl)oxy]ethoxy}methyl)-6-(5-chloro-2-fluorophenyl)pyridazin-4-yl]amino}pyrimidin-4-yl)carbamoyl]cyclobutyl}piperidine-4-carboxylic acid